CC1=NN(C(=C1)C)C=1C=CC(N(N1)C1CCN(CC1)C1=NC=C(C=N1)F)=O 6-(3,5-dimethylpyrazol-1-yl)-2-[1-(5-fluoropyrimidin-2-yl)piperidin-4-yl]pyridazin-3-one